C1(CCCC1)C1N2C(C=3C4=C(C(=CC3C1)O)OCC4)=CC(C(=C2)C(=O)OCC)=O ethyl 7-cyclopentyl-4-hydroxy-11-oxo-2,6,7,11-tetrahydro-1H-furo[2,3-H]pyrido[2,1-a]isoquinoline-10-carboxylate